(7-(2,6-dichloropyrimidin-4-yl)-7-azabicyclo[2.2.1]heptane-1-yl) methylsulfonate CS(=O)(=O)OC12CCC(CC1)N2C2=NC(=NC(=C2)Cl)Cl